COC(=O)C1=C(SC2=C1C=CC(=C2CN(C)C)O)N(CCC2=C(C=CC=C2)F)C(C)=O 2-{acetyl-[2-(2-fluorophenyl)ethyl]amino}-7-[(dimethylamino)methyl]-6-hydroxy-1-benzothiophene-3-carboxylic acid methyl ester